FC=1C(=C2C(=NC1)N(N=C2)C)C=O (5-fluoro-1-methyl-1H-pyrazolo[3,4-b]pyridin-4-yl)methanone